OC1=CC2=C(CC[C@@H](O2)C=2C(=C(C(=CC2)O)O)CC=C(C)C)C=C1 4-[(2R)-3,4-dihydro-7-hydroxy-2H-1-benzopyran-2-yl]-3-(3-methyl-2-buten-1-yl)-1,2-benzenediol